C(C1=CC=CC=C1)N1CC2(C=CC(C1)(N2C(=O)OCCCC)C)C butyl 3-benzyl-1,5-dimethyl-3,8-diazabicyclo[3.2.1]oct-6-ene-8-carboxylate